(5Z)-5-(1H-Benzimidazol-5-ylmethylene)-2-[[(1R,2R)-2-methoxycyclopentyl]amino]-3-methyl-imidazol-4-one N1C=NC2=C1C=CC(=C2)\C=C/2\C(N(C(=N2)N[C@H]2[C@@H](CCC2)OC)C)=O